C(C)C1=C(C(=O)O)C=CC(=C1)N.C(C)OC(C1=CC=C(C=C1)N)=O 4-aminobenzoic acid ethyl ester (ethyl-4-aminobenzoate)